tin bismuth lead [Pb].[Bi].[Sn]